O[C@H]1C[C@H](CCC1)C(=O)OC (1S,3R)-methyl 3-hydroxycyclohexane-1-carboxylate